3-amino-1-(3-(5-(benzyloxy)pentyloxy)phenyl)propan-1-ol NCCC(O)C1=CC(=CC=C1)OCCCCCOCC1=CC=CC=C1